1-(5-Bromopyridin-2-yl)guanidine 2,2,2-trifluoroacetate FC(C(=O)O)(F)F.BrC=1C=CC(=NC1)NC(=N)N